3'-nitro-7',8'-dihydro-5'h-spiro[cyclobutane-1,6'-quinoline] [N+](=O)([O-])C=1C=NC=2CCC3(CC2C1)CCC3